3-(trifluoromethyl)-5,6,7,8-tetrahydro-1,6-naphthyridine, dihydrochloride Cl.Cl.FC(C=1C=NC=2CCNCC2C1)(F)F